tert-butyl 6-[6-(difluoromethoxy)-3-[2-(methoxymethoxy) phenyl] cinnolin-7-yl]-2,6-diazaspiro[3.3]heptane-2-carboxylate FC(OC=1C=C2C=C(N=NC2=CC1N1CC2(CN(C2)C(=O)OC(C)(C)C)C1)C1=C(C=CC=C1)OCOC)F